ClC=1C=C(CN2CC3=CN(C=4N=CC=CC4C3=CC2)CC2=CC=C(C=C2)Cl)C=CC1 3-(3-chlorobenzyl)-6-(4-chlorobenzyl)-2,3,4,6-tetrahydropyrido[3,4-c][1,8]naphthyridine